C(C)(C)(C)OC(=O)N1CCN(CC1)C1=CC(=C(C(=O)O)C=C1)CO 4-(4-tert-butoxycarbonyl-piperazin-1-yl)-2-(hydroxymethyl)benzoic acid